(E)-N-(4-fluoro-2,3-dihydro-1H-inden-1-yl)-3-(1H-indazol-6-yl)acrylamide FC1=C2CCC(C2=CC=C1)NC(\C=C\C1=CC=C2C=NNC2=C1)=O